(4S,5S)-4-(hydroxymethyl)-5-[6-methoxy-4-(trifluoromethyl)pyridin-2-yl]-N-(1,6-naphthyridin-8-ylmethyl)-2-oxo-1,3-oxazolidine-3-carboxamide OC[C@@H]1N(C(O[C@@H]1C1=NC(=CC(=C1)C(F)(F)F)OC)=O)C(=O)NCC=1C=NC=C2C=CC=NC12